copper (I) triethylphosphite C(C)OP(OCC)OCC.[Cu+]